C(C)C1=NC=C(C(=N1)C1CCN(CC1)CC(=O)N1CCOCC1)C1=CC=NC=C1 2-(4-(2-Ethyl-5-(pyridin-4-yl)pyrimidin-4-yl)piperidin-1-yl)-1-morpholinoethan-1-one